C1(CC1)C[C@H]1[C@@H]([C@H](NC1=O)C1=CC=CC=C1)NC(OC(C)(C)C)=O |r| tert-butyl (rac-(2R,3S,4S)-4-(cyclopropylmethyl)-5-oxo-2-phenylpyrrolidin-3-yl)carbamate